2-((3,5-dicyano-6-(4-methyl-1,4-diazepan-1-yl)-4-(methylsulfanyl)pyridin-2-yl)sulfanyl)-2-phenylacetamide C(#N)C=1C(=NC(=C(C1SC)C#N)N1CCN(CCC1)C)SC(C(=O)N)C1=CC=CC=C1